OC1=C(C(=O)OC)C=C(C=C1C)O methyl 2,5-dihydroxy-3-methylbenzoate